proline carbon [C].N1[C@@H](CCC1)C(=O)O